CS(=O)(=O)OCC=1N=CSC1Cl (5-chlorothiazol-4-yl)methyl methanesulfonate